ClC1=CC(=C(C(=O)OC)C=C1Cl)OC1=C(C(=C(C=C1)F)F)OC[2H] methyl 4,5-dichloro-2-(3,4-difluoro-2-(deuteromethoxy)phenoxy)benzoate